4-cyclobutoxy-2-fluoro-5-((pyrrolidin-1-ylsulfonyl)carbamoyl)benzoic acid C1(CCC1)OC1=CC(=C(C(=O)O)C=C1C(NS(=O)(=O)N1CCCC1)=O)F